2-(5-(cyclopropyl((1S,5R)-2-fluoro-8-azabicyclo[3.2.1]octan-3-yl)amino)pyrazin-2-yl)-4-fluoro-5-(1-(fluoromethyl)-1H-pyrazol-4-yl)phenol C1(CC1)N(C=1N=CC(=NC1)C1=C(C=C(C(=C1)F)C=1C=NN(C1)CF)O)C1C([C@@H]2CC[C@H](C1)N2)F